F[C@@H]1CN(CC[C@H]1OC=1C=C2C(=NC=NC2=CC1OC)C=1C(=NN(C1)C)C1=CC=CC=C1)C 6-(((3R,4R)-3-fluoro-1-methylpiperidin-4-yl)oxy)-7-methoxy-4-(1-methyl-3-phenyl-1H-pyrazol-4-yl)quinazoline